3-chloro-2-(4-((R)-3-((cyclobutylmethyl)amino)piperidin-1-yl)phenyl)-2-(4-(5-(dimethylamino)pyridin-3-yl)-1H-1,2,3-triazol-1-yl)propan-1-ol ClCC(CO)(N1N=NC(=C1)C=1C=NC=C(C1)N(C)C)C1=CC=C(C=C1)N1C[C@@H](CCC1)NCC1CCC1